C1(CC1)N1C(C(=CC=C1)NC(C1=C(C=C(C=C1)NS(=O)(=O)CCO)N1CCC2(CC2)CC1)=O)=O N-(1-cyclopropyl-2-oxo-1,2-dihydropyridin-3-yl)-4-((2-hydroxyethyl)sulfonamido)-2-(6-azaspiro[2.5]octan-6-yl)benzamide